heptadecan-9-yl 8-(((1-(hydroxymethyl)cyclopropyl)methyl)(6-(((nonyloxy)carbonyl)oxy)hexyl)amino)octanoate OCC1(CC1)CN(CCCCCCCC(=O)OC(CCCCCCCC)CCCCCCCC)CCCCCCOC(=O)OCCCCCCCCC